isooctyl 4-hydroxy-3,5-di-tert-butylbenzenepropionate OC1=C(C=C(C=C1C(C)(C)C)CCC(=O)OCCCCCC(C)C)C(C)(C)C